CNC(C1=C(C=CC=C1)SC1=CC=C2C(=NNC2=C1)NC1=NC=C(C=C1)OCCN1CCCC1)=O N-methyl-2-{[3-({5-[2-(pyrrolidin-1-yl)ethoxy]pyridin-2-yl}amino)-1H-indazol-6-yl]sulfanyl}benzamide